tert-butyl-4-(6-cyano-1-methyl-2-oxo-1,2-dihydro-1,5-naphthyridin-4-yl)-2-((difluoromethoxy)methyl)piperazine-1-carboxylate C(C)(C)(C)OC(=O)N1C(CN(CC1)C1=CC(N(C2=CC=C(N=C12)C#N)C)=O)COC(F)F